C(C1=CC=CC=C1)O[C@H]1[C@@H]([C@@H](O[C@]1(C=C)COCC1=CC=CC=C1)N1C(NC(C(=C1)F)=O)=O)O 1-((2R,3S,4S,5R)-4-(benzyloxy)-5-((benzyloxy)methyl)-3-hydroxy-5-vinyltetrahydrofuran-2-yl)-5-fluoropyrimidine-2,4(1H,3H)-dione